FC1=CC=C2C=C(NC(C2=C1)=O)CCC(=O)N1CCC(=CC1)C1=CC(=NC=C1)F 7-fluoro-3-(3-(2'-fluoro-3,6-dihydro-[4,4'-bipyridine]-1(2H)-yl)-3-oxopropyl)isoquinolin-1(2H)-one